(E)-8-((6-(3,5-bis(trifluoromethyl)benzylidene)-5-oxo-5,6,7,8-tetrahydronaphthalen-2-yl)amino)-8-oxo-octanoic acid FC(C=1C=C(\C=C/2\C(C=3C=CC(=CC3CC2)NC(CCCCCCC(=O)O)=O)=O)C=C(C1)C(F)(F)F)(F)F